NC=1SCC(N1)=O 2-amino-4,5-dihydro-1,3-thiazol-4-one